(1R,2S,5S)-6,6-dimethyl-N-((S)-3-oxo-1-((S)-2-oxopyrrolidin-3-yl)-4-(trifluoromethoxy)butan-2-yl)-3-((R)-2-(trifluoromethoxy)butanoyl)-3-azabicyclo[3.1.0]hexane-2-carboxamide CC1([C@H]2CN([C@@H]([C@@H]12)C(=O)N[C@@H](C[C@H]1C(NCC1)=O)C(COC(F)(F)F)=O)C([C@@H](CC)OC(F)(F)F)=O)C